2-{[(3R,6R)-1-{[5-chloro-2-(2H-1,2,3-triazol-2-yl)phenyl]carbonyl}-6-methylpiperidin-3-yl]oxy}pyridine-4-carbonitrile ClC=1C=CC(=C(C1)C(=O)N1C[C@@H](CC[C@H]1C)OC1=NC=CC(=C1)C#N)N1N=CC=N1